N-[5-(1H-benzimidazol-2-yl)-1-[(4-methoxyphenyl)-methyl]pyrazol-3-yl]-4-[(3S)-3-hydroxypyrrolidin-1-yl]benzamide N1C(=NC2=C1C=CC=C2)C2=CC(=NN2CC2=CC=C(C=C2)OC)NC(C2=CC=C(C=C2)N2C[C@H](CC2)O)=O